C(CCCCCC)C(CCCCCCC)OC(CCCN(CCCC(=O)O)C(=O)SCCCN1CCCC1)=O 4-[[4-(1-heptyloctoxy)-4-oxo-butyl]-(3-pyrrolidin-1-ylpropylsulfanylcarbonyl)amino]butanoic acid